N1C=CC=2C=NC(=CC21)C2=NC=CC(=C2)C2=NOC(=N2)C(F)(F)F 3-(2-(1H-pyrrolo[3,2-c]pyridin-6-yl)pyridin-4-yl)-5-(trifluoromethyl)-1,2,4-oxadiazole